N1(CCC1)CC1(CC1)NC(C(C)C1=C(C=CC=C1)OC)=O N-(1-(azetidin-1-ylmethyl)cyclopropyl)-2-(2-methoxyphenyl)propanamide